tert-butyl (5-(4-chloro-3-((1-(4-(2-cyclopropoxyphenyl)pyridin-3-yl)cyclopropoxy) methyl)phenoxy)pentyl)carbamate ClC1=C(C=C(OCCCCCNC(OC(C)(C)C)=O)C=C1)COC1(CC1)C=1C=NC=CC1C1=C(C=CC=C1)OC1CC1